C(C)[C@@]1(C2=C(NC=3N=CC=CC13)CC(CC2=O)(C)C)C2=CC(=CC=C2)O (R)-5-ethyl-5-(3-hydroxyphenyl)-8,8-dimethyl-5,8,9,10-tetrahydrobenzo[b][1,8]naphthyridin-6(7H)-one